COC1=C(C(=CC=C1)C(NCCCC1=CC=CC=C1)=O)NC(=O)C1=CC=CC2=CC=CC=C12 N-(2-methoxy-6-((3-phenylpropyl)carbamoyl)phenyl)-1-naphthamide